[4-(cyclopropylsulfonyl)benzyl]-5-(3,5-dimethylisoxazol-4-yl)-6-methyl-2-oxo-1-[3-(trifluoromethyl)phenyl]-1,2-dihydropyridine-3-carboxamide C1(CC1)S(=O)(=O)C1=CC=C(CC2=C(C(N(C(=C2C=2C(=NOC2C)C)C)C2=CC(=CC=C2)C(F)(F)F)=O)C(=O)N)C=C1